C(C)(C)(C)[S@@](=O)N (R)-tert-butylsulfinamide